BrCC(=O)C1=C2CCCC2=CC=C1NC(C)=O N-(4-(2-bromoacetyl)-2,3-dihydro-1H-inden-5-yl)acetamide